ClC1=C2C(=C(C(=NC2=C(C=C1)Cl)SC)C(C(C)C)=O)O 1-(5,8-dichloro-4-hydroxy-2-(methylthio)quinolin-3-yl)-2-methylpropan-1-one